4-fluoro-1,3-dihydroinden-2-one FC1=C2CC(CC2=CC=C1)=O